C(C)N(C(C1=C(C=C(C(=C1)C(C)C)O)O)=O)C1=CC=C(C=C1)CN1CCOCC1 N-ethyl-2,4-dihydroxy-5-isopropyl-N-(4-(morpholinylmethyl)phenyl)benzamide